4-(4-(4-fluoro-1-Boc-1H-indol-3-yl)thiophen-2-yl)-4-oxobutyric acid methyl ester COC(CCC(=O)C=1SC=C(C1)C1=CN(C2=CC=CC(=C12)F)C(=O)OC(C)(C)C)=O